C[C@@H]1NCC[C@]2(C1)OCCC1=C2SC=C1 (2'S,7R)-2'-methylspiro[4,5-dihydrothieno[2,3-c]pyran-7,4'-piperidine]